CC=1C=C(C=C(C1)O)O 5-methyl-1,3-benzenediol